FC1=NN2C(N=CC3=C2C(CC3C#N)(C=3C=NN(C3)COCC[Si](C)(C)C)C)=C1 2-fluoro-8-methyl-8-(1-((2-(trimethylsilyl)ethoxy)methyl)-1H-pyrazol-4-yl)-7,8-dihydro-6H-cyclopenta[e]pyrazolo[1,5-a]pyrimidine-6-carbonitrile